CN(CCN(C=1C(=CC(=C(C1)OC)NC1=NC=CC(=N1)C1=CN(C2=CC=CC=C12)C)NC1=NC=CC=C1)C)C N1-(2-(dimethylamino)ethyl)-5-methoxy-N1-methyl-N4-(4-(1-methyl-1H-indol-3-yl)pyrimidin-2-yl)-N2-(pyridin-2-yl)benzene-1,2,4-triamine